C1(CCC1)NC1=NC(=NC=C1C(F)(F)F)NC1=CC=2[C@H]3CC[C@@H](C2C=C1)N3C(CNC(C)=O)=O N-[2-[(1R,8S)-4-[[4-(cyclobutylamino)-5-(trifluoromethyl)pyrimidin-2-yl]amino]-11-azatricyclo[6.2.1.02,7]undeca-2(7),3,5-trien-11-yl]-2-oxoethyl]acetamide